CN([C@@H]1[C@H](CCCC1)NC1=CC(=C(C=C1)S(=O)(=O)NC=1SC2=C(N1)C=CC(=C2)OC(F)(F)F)F)C 4-(((1S,2S)-2-(dimethylamino)cyclohexyl)amino)-2-fluoro-N-(6-(trifluoromethoxy)benzo[d]thiazol-2-yl)benzenesulfonamide